FC1=CC(=NC=C1I)NC 4-fluoro-5-iodo-N-methyl-pyridin-2-amine